tert-butyl 4-(5-bromo-3-fluoro-2-nitroanilino)piperidine-1-carboxylate BrC=1C=C(C(=C(NC2CCN(CC2)C(=O)OC(C)(C)C)C1)[N+](=O)[O-])F